N-(4-methoxybenzyl)-6-phenoxy-4-(1H-tetrazol-5-yl)pyridin-2-amine COC1=CC=C(CNC2=NC(=CC(=C2)C2=NN=NN2)OC2=CC=CC=C2)C=C1